ClC=1C=NC2=CC=C(C=C2C1N1CCC(CC1)NC(OC(C)(C)C)=O)C1=C(C(=CC=C1)C#N)O tert-butyl (1-(3-chloro-6-(3-cyano-2-hydroxyphenyl)quinolin-4-yl)piperidin-4-yl)carbamate